Cl.N1CC(C1)N1CCC(CC1)CCOC(C)=O.BrC1=CC=C2C(=CC(=NC2=C1)Cl)Cl 7-bromo-2,4-dichloroquinoline 2-(1-(azetidin-3-yl)piperidin-4-yl)ethyl-acetate hydrochloride